(R)-6-(1-acetyl-3-(difluoromethyl)azetidin-3-yl)-4-((1-(3-(difluoromethyl)-2-fluorophenyl)ethyl)amino)-2-methylpyrido[3,4-d]pyridazine-1,7(2H,6H)-dione C(C)(=O)N1CC(C1)(C(F)F)N1C=C2C(=NN(C(C2=CC1=O)=O)C)N[C@H](C)C1=C(C(=CC=C1)C(F)F)F